OC1=C(C(=CC(=C1S(=O)(=O)NC(C)C)CCC)O)C1C(CCC(=C1)C)C(=C)C 2,6-dihydroxy-N-isopropyl-5'-methyl-2'-(prop-1-en-2-yl)-4-propyl-1',2',3',4'-tetrahydro-[1,1'-biphenyl]-3-sulfonamide